1-methoxycyclohexanecarboxylic acid methyl ester COC(=O)C1(CCCCC1)OC